4-{[(4,5-difluoro-2-methoxyphenyl)methyl]amino}piperidine-1-carboxylic acid tert-butyl ester C(C)(C)(C)OC(=O)N1CCC(CC1)NCC1=C(C=C(C(=C1)F)F)OC